(S)-1-(2-ethynylthiazol-4-yl)-3-(3-hydroxy-1-oxo-1-(8-azaspiro[4.5]dec-8-yl)propan-2-yl)urea C(#C)C=1SC=C(N1)NC(=O)N[C@H](C(N1CCC2(CCCC2)CC1)=O)CO